vinylethylpyridinium bromide [Br-].C(=C)CC[N+]1=CC=CC=C1